C(C)OC(=O)C=1C(NN(CC1O)C1=CC=C(C=C1)C#N)=O 5-hydroxy-3-oxo-1-(4-cyanophenyl)-1,2,3,6-tetrahydropyridazine-4-carboxylic acid ethyl ester